O=C1NC(CCC1N1C(C2=CC=C(C=C2C1=O)CNC(CN1CC(C1)N1CCN(CC1)C1=NC=CC=C1)=O)=O)=O N-((2-(2,6-dioxopiperidin-3-yl)-1,3-dioxoisoindolin-5-yl)methyl)-2-(3-(4-(pyridin-2-yl)piperazin-1-yl)azetidin-1-yl)acetamide